BrC=1C=C(C=C(C1)C(F)(F)F)C(C)=NS(=O)C(C)(C)C N-(1-(3-bromo-5-(trifluoromethyl)phenyl)ethylidene)-2-methylpropane-2-sulfinamide